3-(3,3-Dicyclopropylpropoxy)pyrazole-1-carboxylic acid tert-butyl ester C(C)(C)(C)OC(=O)N1N=C(C=C1)OCCC(C1CC1)C1CC1